The molecule is a non-proteinogenic L-alpha-amino acid that is L-glutamine substituted by a methyl group at position 2. It derives from a L-glutamine. C[C@](CCC(=O)N)(C(=O)O)N